F[C@H]1CN(CC[C@H]1NC1=C2C=C(N(C2=CC=C1)CC(F)(F)F)C1=NOC(=N1)CNC(=O)C=1C=C2C=CC=CN2C1)C N-{[3-(4-{[(3S,4R)-3-fluoro-1-methylpiperidin-4-yl]amino}-1-(2,2,2-trifluoroethyl)-1H-indol-2-yl)-1,2,4-oxadiazol-5-yl]methyl}indolizine-2-carboxamide